C(C(C)C)C1=CC=C(C=C1)C(C(=O)NNC(=O)C1=C(OC=2N=C(N=C(C21)N2CCN(CC2)C)NC2=CC=CC=C2)C)C N'-(2-(4-isobutylphenyl)propionyl)-6-methyl-4-(4-methylpiperazin-1-yl)-2-(phenylamino)furo[2,3-d]pyrimidine-5-carbohydrazide